3-aminoisophthalonitrile NC1(CC(C#N)=CC=C1)C#N